[Na].O=C[C@H](O)[C@@H](O)[C@H](O)[C@H](O)CO D-glucose sodium salt